8-Cyclopentyl-2-methylsulfonyl-pyrido[2,3-d]pyrimidin-7-one C1(CCCC1)N1C(C=CC2=C1N=C(N=C2)S(=O)(=O)C)=O